N-(4-((4-(2-(3-chloro-5-cyano-4-methoxyphenyl)propan-2-yl)phenoxy)methyl)pyrimidin-2-yl)methanesulfonamide ClC=1C=C(C=C(C1OC)C#N)C(C)(C)C1=CC=C(OCC2=NC(=NC=C2)NS(=O)(=O)C)C=C1